FC=1C=C(C=C(C1)C(F)(F)F)[C@@H]1[C@@H](N(C(O1)=O)C(=O)NCC1=C2C(NCC2=CC=C1)=O)C (4S,5R)-5-[3-fluoro-5-(trifluoromethyl)phenyl]-4-methyl-2-oxo-N-[(3-oxo-2,3-dihydro-1H-isoindol-4-yl)methyl]-1,3-oxazolidine-3-carboxamide